3-(benzo[d]thiazol-5-yl)-N-(4-(4-(cyclopropylamino)-4-oxobutyl)-1-phenyl-1H-imidazol-2-yl)benzamide S1C=NC2=C1C=CC(=C2)C=2C=C(C(=O)NC=1N(C=C(N1)CCCC(=O)NC1CC1)C1=CC=CC=C1)C=CC2